C(C)(C)(C)C(C#N)N1N=CC2=CC=C(C=C12)CO Tert-butyl-2-(6-(hydroxymethyl)-1H-indazol-1-yl)acetonitrile